FC=1C=CC=C(C1N)N 6-fluorobenzene-1,2-diamine